4-((4-aminobutyl)amino)-2-methyl-N-(5-methylthiazol-2-yl)benzamide NCCCCNC1=CC(=C(C(=O)NC=2SC(=CN2)C)C=C1)C